(RS)-4-(2,3-dichlorophenyl)-2,6-dimethyl-1,4-dihydropyridine ClC1=C(C=CC=C1Cl)C1C=C(NC(=C1)C)C